N[C@@H]1CN(C[C@@H]1F)C=1C=C2CN3[C@@H](C2=CC1)CNC[C@H]3C (4R,10bS)-8-[(3R,4S)-3-amino-4-fluoro-pyrrolidin-1-yl]-4-methyl-3,4,6,10b-tetrahydro-1H-pyrazino[2,1-a]isoindol